NC([C@@H](CCC(=O)OC(C)(C)C)N1C(C2=CC=C(C(=C2C1)F)C[C@H]1OCCC[C@@H]1N)=O)=O tert-Butyl (R)-5-amino-4-(5-(((2R,3S)-3-aminotetrahydro-2H-pyran-2-yl)methyl)-4-fluoro-1-oxoisoindolin-2-yl)-5-oxopentanoate